1-(5-(4-fluoro-1H-pyrazol-1-yl)pyrazin-2-yl)ethan-1-one FC=1C=NN(C1)C=1N=CC(=NC1)C(C)=O